((1S,6R,7S)-3-(3-(3,4-dichloro-2-methyl-2H-indazol-5-yl)-1H-pyrazolo[3,4-b]pyrazin-6-yl)-7-(5-methylisoxazol-3-yl)-3-azabicyclo[4.1.0]heptan-7-yl)methanamine ClC=1N(N=C2C=CC(=C(C12)Cl)C1=NNC2=NC(=CN=C21)N2C[C@@H]1[C@]([C@@H]1CC2)(C2=NOC(=C2)C)CN)C